2-ethylhexyl acrylate (octyl acrylate) C(CCCCCCC)C(C(=O)O)=C.C(C=C)(=O)OCC(CCCC)CC